FC=1C(=NC=C2C3=C(C=NC12)N(C(C1N3CC(N(C1)CC1=CC=C(C=C1)OC)CC#N)=O)C)C1=C(C=CC=C1O)F 2-(4-fluoro-3-(2-fluoro-6-hydroxyphenyl)-10-(4-methoxybenzyl)-7-methyl-8-oxo-8,8a,9,10,11,12-hexahydro-7H-pyrazino[1',2':4,5]pyrazino[2,3-c][1,6]naphthyridin-11-yl)acetonitrile